C=1N=CN2C1C1=CC=CC=C1[C@@H]2C2(CC(C2)(C)C)O (R)-1-(5H-Imidazo[5,1-a]isoindol-5-yl)-3,3-dimethylcyclobutan-1-ol